4-(6-bromo-4-chloropyridin-2-yl)piperazine-1-carboxylate BrC1=CC(=CC(=N1)N1CCN(CC1)C(=O)[O-])Cl